methyl (3S)-5,7-dioxooctahydroindolizine-3-carboxylate O=C1N2[C@@H](CCC2CC(C1)=O)C(=O)OC